(1s,4s)-N-(3-methoxy-4-methylphenyl)-4-(5-methyl-2-oxo-1,2-dihydroquinazolin-3(4H)-yl)cyclohexanecarboxamide COC=1C=C(C=CC1C)NC(=O)C1CCC(CC1)N1C(NC2=CC=CC(=C2C1)C)=O